C(C)(C)N1C(=NC=C1C1=NC(=NC=C1)NC1=CC=C(C=C1)S(=O)(=O)CCOCCO)C 2-(2-((4-((4-(1-isopropyl-2-methyl-1H-imidazol-5-yl)pyrimidin-2-yl)amino)phenyl)sulfonyl)ethoxy)ethan-1-ol